ClC1=C(C(=CC=C1)F)NC(C1=C(C=C(C(=C1)F)C1=NN(C(=N1)CO)C)O[C@H](C(F)(F)F)C)=O (S)-N-(2-Chloro-6-fluorophenyl)-5-fluoro-4-(5-(hydroxymethyl)-1-methyl-1H-1,2,4-triazol-3-yl)-2-((1,1,1-trifluoropropan-2-yl)oxy)benzamide